(E)-4-(3,4-dichlorostyryl)-2-(((3-(4-methylpiperazin-1-yl)phenyl)amino)methyl)phenol ClC=1C=C(/C=C/C2=CC(=C(C=C2)O)CNC2=CC(=CC=C2)N2CCN(CC2)C)C=CC1Cl